1-{2-[(tert-butyldimethylsilyl)oxy]-2-methylpropyl}-2-(ethoxymethyl)-4-methyl-5-phenyl-1H-imidazole [Si](C)(C)(C(C)(C)C)OC(CN1C(=NC(=C1C1=CC=CC=C1)C)COCC)(C)C